3-Piperidineformamide N1CC(CCC1)C(=O)N